ClC1=CC(N(S1(=O)=O)CCCCCC(=O)Cl)=O 6-(5-chloro-1,1-dioxido-3-oxoisothiazol-2(3H)-yl)hexanoyl chloride